C1(CC1)OC1=NC=NC(=C1C1=CNC2=NC(=CC=C21)NC(=O)[C@H]2[C@@H](C2)CN(C)C)OC Trans-N-(3-(4-cyclopropoxy-6-methoxypyrimidin-5-yl)-1H-pyrrolo[2,3-b]pyridin-6-yl)-2-((dimethylamino)methyl)cyclopropane-1-carboxamide